BrC1=CC(=C(C=C1C(F)(F)F)O)I 4-bromo-2-iodo-5-(trifluoromethyl)phenol